3-(3-ethyl-4-oxo-spiro[6,8-dihydro-5H-pyrazolo[4,3-c]azepine-7,4'-tetrahydropyran]-1-yl)propyl 4-methylthiazole-5-carboxylate CC=1N=CSC1C(=O)OCCCN1N=C(C=2C(NCC3(CCOCC3)CC21)=O)CC